2-[2'-Hydroxy-5'-(methacryloyloxyethyl)phenyl]-2H-benzotriazole OC1=C(C=C(C=C1)CCOC(C(=C)C)=O)N1N=C2C(=N1)C=CC=C2